ClC1=C(C=NN1C1CCS(CC1)(=NC)=O)NC=1N=C(C2=C(N1)NC=C2)OC2CCC(CC2)(C)O (1s,4s)-4-(5-chloro-4-((4-(((1s,4S)-4-hydroxy-4-methylcyclohexyl)oxy)-7H-pyrrolo[2,3-d]pyrimidin-2-yl)amino)-1H-pyrazol-1-yl)-1-(methylimino)hexahydro-1λ6-thiopyran 1-oxide